FC1=C(CNC(=O)C2CCN(CC2)C2=CC=C(C=C2)C(F)(F)F)C=CC(=C1C=1NC(C=C(N1)C(F)(F)F)=O)C(F)(F)F N-{2-fluoro-3-[6-oxo-4-(trifluoromethyl)-1,6-dihydropyrimidin-2-yl]-4-(trifluoromethyl)benzyl}-1-[4-(trifluoromethyl)phenyl]piperidine-4-carboxamide